ClC=1C(=NC(=NC1)NC1=CC=C(C=C1)N1CCOCC1)NC1=CC(=CC=C1)C(C)(C)C 5-Chloro-N4-[3-(1,1-dimethylethyl)phenyl]-N2-[4-morpholinophenyl]pyrimidine-2,4-diamine